O=C1NC(CCC1N1C(C2=CC=C(C=C2C1=O)C(=O)N1CCN(CC1)CC1=C(CC(CC1)(C)C)C1=CC=C(C=C1)F)=O)=O 2-(2,6-dioxopiperidin-3-yl)-5-(4-((4'-fluoro-5,5-dimethyl-3,4,5,6-tetrahydro-[1,1'-biphenyl]-2-yl)methyl)piperazine-1-carbonyl)isoindoline-1,3-dione